[Ni].[Al].[Zn].[Cu] copper-zinc-aluminium-nickel